FC([C@@H]1[C@@H](OCC1)C=1N(C=C(N1)CC1=CC=NC=C1)C(C1=CC=CC=C1)(C1=CC=CC=C1)C1=CC=CC=C1)(F)F 4-((2-((2R,3S)-3-(trifluoromethyl)tetrahydrofuran-2-yl)-1-trityl-1H-imidazol-4-yl)methyl)pyridine